racemic-phosphonic acid P(O)(O)=O